ClC1=CC(=C2C=NNC2=C1)N1CC2CN(C(C2C1)(C)C)S(=O)(=O)C1CC1 6-chloro-4-(5-(cyclopropylsulfonyl)-4,4-dimethylhexahydropyrrolo[3,4-c]pyrrol-2(1H)-yl)-1H-indazole